1-(9Z-pentadecenoyl)-2-heneicosanoyl-glycero-3-phosphoserine CCCCCCCCCCCCCCCCCCCCC(=O)O[C@H](COC(=O)CCCCCCC/C=C\CCCCC)COP(=O)(O)OC[C@@H](C(=O)O)N